4-(7-bromo-6-chloro-3-cyano-8-fluoro-2-((trimethylsilyl)ethynyl)quinolin-4-yl)piperazine-1-carboxylic acid tert-butyl ester C(C)(C)(C)OC(=O)N1CCN(CC1)C1=C(C(=NC2=C(C(=C(C=C12)Cl)Br)F)C#C[Si](C)(C)C)C#N